tert-butyl 6-(5-bromobenzo[d]thiazol-2-yl)bicyclo[3.1.0]hexane-3-carboxylate BrC=1C=CC2=C(N=C(S2)C2C3CC(CC23)C(=O)OC(C)(C)C)C1